FC1=C(C(=CC=C1C=C)C1=NN=C(C2=CC=CC=C12)NC1CC(C1)(C)O)O 2-fluoro-6-(4-(((cis)-3-hydroxy-3-methylcyclobutyl)amino)phthalazin-1-yl)-3-vinylphenol